5-(2-chlorofuran-3-yl)-N-[2,5-difluoro-4-(trifluoromethyl)phenyl]-1H-pyrrole-3-sulfonamide ClC=1OC=CC1C1=CC(=CN1)S(=O)(=O)NC1=C(C=C(C(=C1)F)C(F)(F)F)F